ClN1C(N(C(NC1=O)=O)Cl)=O.[Na] sodium dichloro-S-Triazinetrione